CN1C2=C(OCCC1=O)C=CC(=C2)C#CC=2C=NC=CC2 5-methyl-4-oxo-7-(pyridin-3-ylethynyl)-2,3,4,5-tetrahydrobenzo[b][1,4]oxazepin